N-[(2,4,5-trifluorophenyl)methyl]thiourea FC1=C(C=C(C(=C1)F)F)CNC(=S)N